N1=NC=CC=C1C(=O)NN pyridazine-6-carboxylic hydrazide